5-(3-Cyclohexylpropoxy)-N-{2-cyclopropyl-4-[(pyridin-2-yl)methoxy]phenyl}pyridin-3-amine C1(CCCCC1)CCCOC=1C=C(C=NC1)NC1=C(C=C(C=C1)OCC1=NC=CC=C1)C1CC1